N1=C(C=NC=C1)C(=O)O pyrazine-2-carboxylic acid